O\N=C(/N)\C1(CC1)C1=CC=CC=C1 (Z)-N'-hydroxy-1-phenylcyclopropane-1-carboximidamide